CNCCCN methylaminopropyl-amine